O=C(CC(=O)O)NC1=CC=CC=C1 3-oxo-3-(phenylamino)propionic acid